4-(2-((tert-butyldimethylsilyl)oxy)ethyl)-6-methoxy-5-oxo-4,5-dihydropyrazine-2-carboxylic acid [Si](C)(C)(C(C)(C)C)OCCN1C=C(N=C(C1=O)OC)C(=O)O